COC(=O)C=1C=CC2=C(N(C(=N2)SCC2=CC=CC=C2)C[C@H]2OCCC2)C1 (S)-2-(Benzylthio)-1-((tetrahydrofuran-2-yl)methyl)-1H-benzo[d]imidazole-6-carboxylic acid methyl ester